C(C)(C)S(=O)(=O)N1CCN(CC1)C(=O)[C@H]1N(CCC1)C(=O)OC(C)(C)C Tert-butyl (S)-2-(4-(isopropylsulfonyl)piperazin-1-carbonyl)pyrrolidin-1-carboxylate